ClC=1C=NN2C=3C=C(N=CC3NC(=NC12)C1=C(C=CC=C1F)F)N1CC2CCC(C1)O2 3-[5-chloro-8-(2,6-difluorophenyl)-2,3,7,9,12-pentazatricyclo[8.4.0.02,6]tetradeca-1(10),3,5,7,11,13-hexaen-13-yl]-8-oxa-3-azabicyclo[3.2.1]octane